1'-tert-butoxycarbonyl-2-oxospiro[indoline-3,4'-piperidine]-5-carboxylic acid C(C)(C)(C)OC(=O)N1CCC2(CC1)C(NC1=CC=C(C=C12)C(=O)O)=O